4-acetyl-ferulic acid C(C)(=O)C1(C(C=C(/C=C/C(=O)O)C=C1)OC)O